1-methylcyclopropan-1-amine CC1(CC1)N